2,8-dibromo-6,12-dihydro-6,6,12,12-tetrakis(4-dodecylphenyl)indeno[1,2-b]indeno[2',1':4,5]thieno[2,3-d]thiophene BrC=1C=C2C(C3=C(SC4=C3SC3=C4C(C4=CC(=CC=C43)Br)(C4=CC=C(C=C4)CCCCCCCCCCCC)C4=CC=C(C=C4)CCCCCCCCCCCC)C2=CC1)(C1=CC=C(C=C1)CCCCCCCCCCCC)C1=CC=C(C=C1)CCCCCCCCCCCC